5-bromo-2-(((tert-butyldimethylsilyl)oxy)methyl)-4-methylthiazole BrC1=C(N=C(S1)CO[Si](C)(C)C(C)(C)C)C